3-(9-((6-(aminomethyl)-2-methylpyridin-3-yl)carbamoyl)-4,5-dihydrobenzo[b]thieno[2,3-d]oxepin-8-yl)-6-(propylcarbamoyl)picolinic acid NCC1=CC=C(C(=N1)C)NC(=O)C1=CC2=C(OCCC3=C2SC=C3)C=C1C=1C(=NC(=CC1)C(NCCC)=O)C(=O)O